ClC1=CC(=C(CC2=CC=C(N=N2)N)C=C1)F 6-(4-chloro-2-fluorobenzyl)pyridazin-3-amine